N-(4-(1-(cyclopropanecarbonyl)indolin-5-yl)-5-methylthiazol-2-yl)-2-(3-((5-((2-(2,6-dioxopiperidin-3-yl)-1,3-dioxoisoindolin-5-yl)oxy)-3,3-dimethylpentyl)oxy)phenyl)acetamide C1(CC1)C(=O)N1CCC2=CC(=CC=C12)C=1N=C(SC1C)NC(CC1=CC(=CC=C1)OCCC(CCOC=1C=C2C(N(C(C2=CC1)=O)C1C(NC(CC1)=O)=O)=O)(C)C)=O